[Na+].O1CCN(CC1)CCS(=O)(=O)[O-] 2-morpholinoethansulfonate sodium